C(C)(CC)O sec.Butanol